(cis)-3-(imidazo[4,5-d]pyrrolo[2,3-b]pyridin-1(6H)-yl)cyclobutan-1-amine N1(C=NC=2C1=C1C(=NC2)NC=C1)[C@H]1C[C@H](C1)N